2-[(3-dimethylaminopropyl)dimethoxysilyl]styrene CN(CCC[Si](C1=C(C=C)C=CC=C1)(OC)OC)C